C(C)(C)(C)OC(NC12CC(C1)(C2)N2C=NC(=C2)C2=C(C=C(C=C2)C(F)(F)F)O)=O N-[3-[4-[2-hydroxy-4-(trifluoromethyl)phenyl]imidazol-1-yl]-1-bicyclo[1.1.1]pentanyl]carbamic acid tert-butyl ester